S(=O)(=O)(O)C1=CC=CC=C1.N[C@@H](CCCNC(=O)N)C(=O)O citrulline besylate